naphthalenediamine diboronate B(O)OBO.C=1(C(=CC=C2C=CC=CC12)N)N